CN(CCNC1=NC2=C(C=3C=CC(=CC13)C(=O)O)NC(C2=O)=O)C 5-((2-(dimethylamino)ethyl)amino)-2,3-dioxo-2,3-dihydro-1H-pyrrolo[3,2-c]isoquinoline-7-carboxylic acid